(E)-ethyl 4-(4-bromostyryl)benzoate BrC1=CC=C(/C=C/C2=CC=C(C(=O)OCC)C=C2)C=C1